N1,N2,N2-tri((Z)-octadec-9-en-1-yl)ethane-1,2-diamine C(CCCCCCC\C=C/CCCCCCCC)NCCN(CCCCCCCC\C=C/CCCCCCCC)CCCCCCCC\C=C/CCCCCCCC